2-{2-{2-(2-(3,4-dihydroxyphenyl)acetamido)ethoxy}ethoxy}ethyl (2E,4E,6E,8E)-3,7-dimethyl-9-(2,6,6-trimethylcyclohex-1-en-1-yl)nona-2,4,6,8-tetraenoate C\C(=C/C(=O)OCCOCCOCCNC(CC1=CC(=C(C=C1)O)O)=O)\C=C\C=C(\C=C\C1=C(CCCC1(C)C)C)/C